CC1=CC=C(C=C1)S(=O)(=O)OCCOC=O 2-[(4-methylbenzene-1-sulfonyl)oxy]ethylformate